5-((5-chloro-4-(propylamino)pyrimidin-2-yl)amino)benzo[c][1,2]oxaborol-1(3H)-ol ClC=1C(=NC(=NC1)NC1=CC2=C(B(OC2)O)C=C1)NCCC